O=C[C@H](O)[C@@H](O)[C@H](O)[C@H](O)CO.O=C[C@H](O)[C@@H](O)[C@H](O)[C@H](O)CO.[Na] sodium diglucose